(S)-(-)-alpha-methylbenzyl isocyanate C[C@@H](C1=CC=CC=C1)N=C=O